NCC1CCC(CC1)N1C2=NC(=NC=C2N=C1NC1=CC(=CC=C1)Cl)NC1(CCOCC1)C 9-((1R,4R)-4-(aminomethyl)cyclohexyl)-N8-(3-chlorophenyl)-N2-(4-methyltetrahydro-2H-pyran-4-yl)-9H-purine-2,8-diamine